[Cl-].C(C1CO1)[N+](CC)(CC)CC glycidyltriethylammonium chloride